azetidin-3-yl 2,2-dimethylpropanoate CC(C(=O)OC1CNC1)(C)C